C(\C=C\C(=O)O)(=O)O.C1(=CC=CC=C1)S(=O)(=O)N benzenesulfonamide fumarate